O1[C@H](COC2=C1C=CC=C2)C2=CC=C(CN1CCC(CC1)NC(C(C)(C)O)=O)C=C2 N-(1-{4-[(2S)-2,3-dihydro-1,4-benzodioxin-2-yl]benzyl}piperidin-4-yl)-2-hydroxy-2-methylpropanamide